Methyl 6-[5-[1-benzyloxy-5-oxo-1-(trifluoromethyl)pentyl]-1,3,4-oxadiazol-2-yl]-5-(tert-butoxycarbonylamino)-3-(trifluoromethyl)pyridine-2-carboxylate C(C1=CC=CC=C1)OC(CCCC=O)(C(F)(F)F)C1=NN=C(O1)C1=C(C=C(C(=N1)C(=O)OC)C(F)(F)F)NC(=O)OC(C)(C)C